C(C)(C)NC1=NC(=NC=C1C(F)(F)F)NC1=C2C=NN(C2=CC=C1)C(C#N)(C)C 2-(4-((4-(isopropylamino)-5-(trifluoromethyl)pyrimidin-2-yl)amino)-1H-indazol-1-yl)-2-methylpropanenitrile